5-[3-({5-[(1R,4R,7R)-7-amino-2-azabicyclo[2.2.1]heptane-2-carbonyl]-2-(5-chloro-1-benzothiophen-3-yl)-7-methoxy-1H-1,3-benzodiazol-1-yl}methyl)azetidin-1-yl]pyridine-3-carboxamide N[C@H]1[C@@H]2N(C[C@H]1CC2)C(=O)C2=CC1=C(N(C(=N1)C1=CSC3=C1C=C(C=C3)Cl)CC3CN(C3)C=3C=C(C=NC3)C(=O)N)C(=C2)OC